(1S)-1'-[7-(1,5-dimethylpyrazol-4-yl)-6-methyl-pyrazolo[1,5-a]pyrazin-4-yl]-5,6-difluoro-spiro[indane-2,4'-piperidine]-1-amine hydrochloride Cl.CN1N=CC(=C1C)C1=C(N=C(C=2N1N=CC2)N2CCC1(CC2)[C@@H](C2=CC(=C(C=C2C1)F)F)N)C